3-(3,4-dihydroisoquinolin-2(1H)-yl)-1-phenylpropan-1-one C1N(CCC2=CC=CC=C12)CCC(=O)C1=CC=CC=C1